O=C1NC(CCC1N1C(C2=CC=CC(=C2C1=O)NCC(=O)NCCC(=O)NC)=O)=O 3-(2-((2-(2,6-dioxopiperidin-3-yl)-1,3-dioxoisoindol-4-yl)amino)acetamido)-N-methylpropanamide